P(=O)(O)(O)OC[C@@H]1[C@H]([C@H]([C@@H](O1)N1C=NC=2C(=O)NC(NCCCC)=NC12)O)O N2-Butylguanosine 5'-monophosphate